gold hexane CCCCCC.[Au]